3-(trifluoromethyl)-7,7a,8,9,10,11-hexahydro-6H-pyrazino[1,2-d]pyrido[3,2-b][1,4]oxazepin-1-carboxylic acid tert-butyl ester C(C)(C)(C)OC(=O)N1CC(=CC=2OCCC3N(C21)CCNC3)C(F)(F)F